CC[C@@]1(CC[C@@H]2[C@@]1(CC[C@H]3[C@H]2CCC4=CCCC[C@H]34)C)O The molecule is a 17beta-hydroxy steroid that is estrane containing a double bond between positions 4 and 5 and substituted by an ethyl group and a hydroxy group at the 17alpha and 17beta positions, respectively. It is an anabolic steroid that has little androgenic effect and only slight progestational activity. It has been used to promote growth in boys with delayed bone growth. It has a role as an anabolic agent. It is a tertiary alcohol and a 17beta-hydroxy steroid.